tert-butyl (1-(3-ethylpiperazin-1-yl)-2-methyl-1-oxopropan-2-yl)carbamate C(C)C1CN(CCN1)C(C(C)(C)NC(OC(C)(C)C)=O)=O